5-Fluoro-2-methoxy-N-(5,6,7,8-tetrahydro-1,6-naphthyridin-3-yl)benzenesulfonamide hydrochloride Cl.FC=1C=CC(=C(C1)S(=O)(=O)NC=1C=NC=2CCNCC2C1)OC